1-Ethyl 5-(4-tert-butoxycarbonylpiperazin-1-yl)pyrazolo[1,5-a]pyrimidine-3-carboxylate C(C)(C)(C)OC(=O)N1CCN(CC1)C1=NC=2N(C=C1)N=CC2C(=O)OCC